Methyl N-(2-((S)-1-(2,3-difluorobenzyl)-5-oxopyrrolidin-2-yl)acetyl)-N-(2-methoxy-2-oxoethyl)-O-methyl-L-threoninate FC1=C(CN2[C@@H](CCC2=O)CC(=O)N([C@@H]([C@H](OC)C)C(=O)OC)CC(=O)OC)C=CC=C1F